OC[C@H]1O[C@@]2([C@@H](CCO2)N2N=NC(=C2)C2=CC=CC=C2)[C@@H]([C@H]([C@H]1O)N1N=NC(=C1)C1=CC(=C(C(=C1)F)F)F)O (4R,5S,7R,8R,9S,10R)-7-(hydroxymethyl)-4-(4-phenyl-1H-1,2,3-triazol-1-yl)-9-(4-(3,4,5-trifluorophenyl)-1H-1,2,3-triazol-1-yl)-1,6-dioxaspiro[4.5]decan-8,10-diol